FC1=C(C(=NO)N)C(=CC=C1)N[C@H](C)C=1C=C(C=C2C(C(=C(OC12)C1=C(C=CC=C1)F)C)=O)C 2-Fluoro-6-[[(1R)-1-[2-(2-fluorophenyl)-3,6-dimethyl-4-oxo-chromen-8-yl]-ethyl]amino]-N'-hydroxy-benzamidine